1-heptyl-2-hydroxymethyl-5-(benzyloxy)-pyridin-4-one C(CCCCCC)N1C(=CC(C(=C1)OCC1=CC=CC=C1)=O)CO